lithium 4,5-dicyano-trifluoromethyl-imidazole C(#N)C=1N=C(NC1C#N)C(F)(F)F.[Li]